6-fluoro-2-methylimidazo[1,2-a]pyridine-3-carboxylic acid FC=1C=CC=2N(C1)C(=C(N2)C)C(=O)O